2-chloro-5-{[(cyclopropylcarbonyl)amino]methyl}-N-[1-(pyridin-3-yl)-1H-indazol-4-yl]benzamide hydrochloride Cl.ClC1=C(C(=O)NC2=C3C=NN(C3=CC=C2)C=2C=NC=CC2)C=C(C=C1)CNC(=O)C1CC1